CC1CCN(CC1)C1CCC(CC1)N1CCC(CC1)C 1,4-bis(4-methylpiperidin-1-yl)cyclohexane